5-{[(1S)-1-carboxy-2-phenylethyl]carbamoyl}pyrazine-2-ylium C(=O)(O)[C@H](CC1=CC=CC=C1)NC(=O)C=1N=C[C+]=NC1